FC1(CC2(C1)C[C@H](N(CC2)CC2=C1C=CNC1=C(C=C2OC)C)C=2C=CC(=NC2)C(=O)N)F (S)-5-(2,2-difluoro-7-((5-methoxy-7-methyl-1H-indol-4-yl)methyl)-7-azaspiro[3.5]nonan-6-yl)picolinamide